methyl 2-benzyl-4-phenyl-1H,2H,3H,4H-pyrrolo[3,4-b]indole-7-carboxylate C(C1=CC=CC=C1)N1CC=2N(C=3C=CC(=CC3C2C1)C(=O)OC)C1=CC=CC=C1